C(C)(C)(C)OC(=O)N1CCN(CC1)C1=CC=C(C=C1)NC1=NC2=C(C=CC=C2C=N1)C1=CC=CC=C1 4-(4-((8-phenylquinazolin-2-yl)amino)phenyl)piperazine-1-carboxylic acid tert-butyl ester